OC=1C=C(C2=CC=CC=C2C1)C1=C(C=C2C(=CN=NC2=C1)N1CCN(CC1)C(C=C)=O)C(F)(F)F 1-(4-(7-(3-hydroxynaphthalen-1-yl)-6-(trifluoromethyl)cinnolin-4-yl)piperazin-1-yl)prop-2-en-1-one